Cl.N[C@H](C(=O)NC1=NC=CC(=C1)[C@H](COC)N1C(N[C@@H](C1)C(F)(F)F)=O)C1CCC(CC1)C |o1:12| (2S)-2-amino-N-(4-((R or S)-2-methoxy-1-((S)-2-oxo-4-(trifluoromethyl)imidazolidin-1-yl)ethyl)pyridin-2-yl)-2-((1r,4S)-4-methylcyclohexyl)-acetamide hydrochloride salt